(S)-tert-butyl-((2-(4,4-difluorobut-3-en-1-yl)-2,5,7,8-tetramethylchroman-6-yl)oxy)dimethylsilane C(C)(C)(C)[Si](C)(C)OC=1C(=C2CC[C@](OC2=C(C1C)C)(C)CCC=C(F)F)C